COC=1N=C2C(=CC=NC2=CC1OC)OC1=CC=C(C=C1)NC(=O)C1=C(N(C(=C(C1=O)C1=CC=C(C=C1)F)C)C)C N-[4-[(6,7-dimethoxy-1,5-naphthyridin-4-yl)oxy]phenyl]-5-(4-fluorophenyl)-1,2,6-trimethyl-4-oxopyridine-3-carboxamide